7-(3,4-dimethylphenyl)-3-(1,1-dioxido-2,3-dihydrothiophen-3-yl)pyrido[2,3-d]pyrimidin-4(3H)-one CC=1C=C(C=CC1C)C=1C=CC2=C(N=CN(C2=O)C2CS(C=C2)(=O)=O)N1